ClCC=CC1=CC=CC=C1.C1(=CC=CC=C1)O phenol compound with chloromethylstyrene